C(C)(=O)C=1C=CC(=NC1N1N=C(C=C1C)C#N)N1C=NC2=C1C=C(C(=C2)Br)OC2CN(CC2)C(=O)OC(C)(C)C tert-butyl 3-[3-[5-acetyl-6-(3-cyano-5-methyl-pyrazol-1-yl)-2-pyridyl]-6-bromo-benzimidazol-5-yl]oxypyrrolidine-1-carboxylate